(S)-2-cyclopropyl-5-(4-(4-cyclopropylpyrazolo[1,5-a]pyridin-2-yl)-1,4,6,7-tetrahydro-5H-imidazo[4,5-c]pyridin-5-yl)-1,3,4-oxadiazole C1(CC1)C=1OC(=NN1)N1[C@@H](C2=C(CC1)NC=N2)C2=NN1C(C(=CC=C1)C1CC1)=C2